1,2-diarachidoyl-sn-glycerol C(CCCCCCCCCCCCCCCCCCC)(=O)OC[C@@H](OC(CCCCCCCCCCCCCCCCCCC)=O)CO